C(C)OC(=O)C=1C(N(C(N(C1)C1CCOCC1)=O)C1=CC=C(C=C1)F)=O 3-(4-fluorophenyl)-2,4-dioxo-1-(tetrahydro-2H-pyran-4-yl)-1,2,3,4-tetrahydropyrimidine-5-carboxylic acid ethyl ester